ClC1=CC2=C(NC(=N2)C=2N=NC=C(C2N2CCC(CC2)N)C2=CC(=CC(=C2)C)F)C=C1 1-[3-(5-chloro-1H-1,3-benzodiazol-2-yl)-5-(3-fluoro-5-methylphenyl)pyridazin-4-yl]piperidin-4-amine